((2-hydroxyethyl)sulfonamido)benzamide OCCS(=O)(=O)NC1=C(C(=O)N)C=CC=C1